1-(4-(2-(4-bromophenyl)propan-2-yl)thiazol-2-yl)-3-(2-(methylsulfonyl)ethyl)urea BrC1=CC=C(C=C1)C(C)(C)C=1N=C(SC1)NC(=O)NCCS(=O)(=O)C